silylene-copper [SiH2]=[Cu]